C(C)(=O)O.[N+](=O)([O-])C1=C(C=CC=C1)N1C(=CC=C1)C=CC=NC(=NN)N N-{3-[1-(2-nitrophenyl)-1H-pyrrol-2-yl]-allylidene}-aminoguanidine acetate